CC1=CC(=NN1CC(=O)N)C(F)(F)F 2-(5-methyl-3-(trifluoromethyl)-1H-pyrazol-1-yl)acetamide